5-iodo-N4-(3-methoxy-2,6-dimethylphenyl)pyrimidine-4,6-diamine IC=1C(=NC=NC1N)NC1=C(C(=CC=C1C)OC)C